ClC=1C=CC2=C(NC(=N2)C(=O)NC2=NC(=CC=C2)C2=NN=CN2C(C)C)C1 6-Chloro-N-(6-(4-isopropyl-4H-1,2,4-triazol-3-yl)pyridin-2-yl)-1H-benzo[d]imidazole-2-carboxamide